CC1CCCC2CCC2CN2CC3(COC4=CC=C(C(NS(CC1C)(=O)=O)=O)C=C24)CCCC2=CC=CC=C23 10',11'-dimethyl-3,4-dihydro-2H,15'H-spiro[naphthalene-1,22'-[20]oxa[13]thia[1,14]diazatetracyclo[14.7.2.0~3,6~.0~19,24~]pentacosa[16,18,24]trien]-15'-one 13',13'-dioxide